tert-butyl 8-fluoro-6-hydroxy-7-(1,1,4-trioxo-1λ6,2,5-thiadiazolidin-2-yl)-3,4-dihydroisoquinoline-2(1H)-carboxylate FC=1C(=C(C=C2CCN(CC12)C(=O)OC(C)(C)C)O)N1S(NC(C1)=O)(=O)=O